octynedioic acid C(C#CCCCCC(=O)O)(=O)O